C(C1=CC=CC=C1)OC(=O)N1C[C@H]([C@H](C1)C(CN(C=1N=C2C(=NC1)N(C=C2)S(=O)(=O)C2=CC=C(C)C=C2)C(=O)OCC)=O)CC.C21(CC3CC(CC(C2)C3)C1)C(=O)N1CCC(CC1)C1=CC=C(C=C1)O adamantan-1-yl-(4-(4-hydroxyphenyl)piperidin-1-yl)methanone (3S,4R)-benzyl-3-ethyl-4-(2-((ethoxycarbonyl)(5-tosyl-5H-pyrrolo[2,3-B]pyrazin-2-YL)amino)acetyl)pyrrolidine-1-carboxylate